2-[9H-fluoren-9-ylmethoxycarbonyl(methyl)amino]-2-methyl-propanoic acid C1=CC=CC=2C3=CC=CC=C3C(C12)COC(=O)N(C(C(=O)O)(C)C)C